N-(4-methyl-3-(7-methyl-2-((6-methylpyridin-3-yl)amino)-8-oxo-7,8-dihydropyrido[3,4-d]pyrimidin-6-yl)phenyl)-4-(morpholinomethyl)-3-(trifluoromethyl)benzamide CC1=C(C=C(C=C1)NC(C1=CC(=C(C=C1)CN1CCOCC1)C(F)(F)F)=O)C1=CC2=C(N=C(N=C2)NC=2C=NC(=CC2)C)C(N1C)=O